2,6-dichloro-9-(3-methoxyphenyl)-9H-purine ClC1=NC(=C2N=CN(C2=N1)C1=CC(=CC=C1)OC)Cl